BrC1=CC=C(C=C1)N1C(C2(CC2)C(N1C1=CC=C(C=C1)C)=O)=O 5-(4-Bromophenyl)-6-(p-tolyl)-5,6-diazaspiro[2.4]heptane-4,7-dione